C1(=CC=CC=C1)OC(=O)C1C2CCC(C1)C2 phenyl-bicyclo[2.2.1]heptane-2-carboxylate